Tert-butyl 4-(2-(4-chloro-2-(methoxy-d3)phenyl)-4-fluoro-2-methyl-2H-chromen-8-yl)piperidine-1-carboxylate ClC1=CC(=C(C=C1)C1(OC2=C(C=CC=C2C(=C1)F)C1CCN(CC1)C(=O)OC(C)(C)C)C)OC([2H])([2H])[2H]